1-{(1R,3R,4R,7S)-7-(benzyloxy)-1-[(benzyloxy)methyl]-2-oxa-5-azabicyclo[2.2.1]hept-3-yl}-pyrimidine-2,4(1H,3H)-dione C(C1=CC=CC=C1)O[C@@H]1[C@]2(O[C@H]([C@@H]1NC2)N2C(NC(C=C2)=O)=O)COCC2=CC=CC=C2